C(#N)/C(/C(=O)O)=C\C1=C(C=CC=C1)F (E)-2-cyano-3-(2-fluorophenyl)acrylic acid